2-(4,4-difluoropiperidin-1-yl)-6-methoxy-7-(3-(pyrrolidin-1-yl)prop-1-yn-1-yl)-N-(pyrrolidin-2-yl)quinazolin-4-amine FC1(CCN(CC1)C1=NC2=CC(=C(C=C2C(=N1)NC1NCCC1)OC)C#CCN1CCCC1)F